6-chloro-4-(5-fluoro-2-Methoxy-3-(1-methyl-1H-1,2,4-triazol-3-yl)anilino)-N-(methyl-d3)pyridazine-3-carboxamide ClC1=CC(=C(N=N1)C(=O)NC([2H])([2H])[2H])NC1=C(C(=CC(=C1)F)C1=NN(C=N1)C)OC